ClC1=C(C=CC(=C1)Cl)C1=CC(=C(C=C1)CC)C1=CC(OC(C1=O)(C)C)(C)C 4-(2',4'-Dichloro-4-ethyl[1,1'-biphenyl]-3-yl)-5,6-dihydro-2,2,6,6-tetramethyl-5-oxo-2H-pyran